O1C=CC=2C(=NC=CC21)C2=CC=C(C(=O)N[C@@H]1CC[C@H](CC1)O)C=C2 4-(furo[3,2-c]pyridin-4-yl)-N-(trans-4-hydroxycyclohexyl)benzamide